OC=1C=C(CC(CC)O)C=CC1 3-hydroxybenzylpropanol